OCC1=NC=2CCN(CC2C=C1)C(=O)OC(C)(C)C tert-butyl 2-(hydroxymethyl)-7,8-dihydro-5H-1,6-naphthyridine-6-carboxylate